(S)-6-(5-(2-fluorophenyl)-4-(4-isobutyryl-2-methylpiperazin-1-yl)-7H-pyrrolo[2,3-d]pyrimidin-7-yl)pyridazine-4-carbonitrile FC1=C(C=CC=C1)C1=CN(C=2N=CN=C(C21)N2[C@H](CN(CC2)C(C(C)C)=O)C)C2=CC(=CN=N2)C#N